α-methyl-2-vinylbenzyl glycidyl ether C(C1CO1)OC(C1=C(C=CC=C1)C=C)C